Methyl-(5RS)-2-[4-fluoro-3-(trifluoromethyl)benzyl]-3-oxo-2,3,5,6,7,8-hexahydro[1,2,4]triazolo[4,3-a]pyridine-5-carboxylate COC(=O)[C@H]1CCCC=2N1C(N(N2)CC2=CC(=C(C=C2)F)C(F)(F)F)=O |r|